6-[4-(4-fluorophenyl)-4-hydroxypiperidin-1-yl]pyrazine-2-carboxylic acid FC1=CC=C(C=C1)C1(CCN(CC1)C1=CN=CC(=N1)C(=O)O)O